methyl (2S,4S)-1-[2-(2,4-difluorophenyl)-3-methyl-imidazole-4-carbonyl]-4-[3-(4,4,5,5-tetramethyl-1,3,2-dioxaborolan-2-yl)phenoxy]pyrrolidine-2-carboxylate FC1=C(C=CC(=C1)F)C1=NC=C(N1C)C(=O)N1[C@@H](C[C@@H](C1)OC1=CC(=CC=C1)B1OC(C(O1)(C)C)(C)C)C(=O)OC